ClC1=C(C=CC=C1C1=C(C(=NC=C1)C1=CC(=C(C(=C1)OC)CNC1CCOCC1)F)Cl)C1=CC=C(C(=N1)OC)CNC1CCOCC1 N-((6-(2-chloro-3-(3-chloro-2-(3-fluoro-5-methoxy-4-(((tetrahydro-2H-pyran-4-yl)amino)methyl)phenyl)pyridin-4-yl)phenyl)-2-methoxypyridin-3-yl)methyl)tetrahydro-2H-pyran-4-amine